BrC1=C(C(=C2C(=NC(=NC2=C1F)SC)N1CC2CCC(C1)N2C(=O)OC(C)(C)C)OC)C#N tert-butyl 3-(7-bromo-6-cyano-8-fluoro-5-methoxy-2-(methylthio)quinazolin-4-yl)-3,8-diazabicyclo[3.2.1]octane-8-carboxylate